COC(=O)[C@H]1N(CCN(C1)C1=CC(N(C2=CC=C(N=C12)C#N)C)=O)C(=O)OC(C)(C)C (S)-4-(6-cyano-1-methyl-2-oxo-1,2-dihydro-1,5-naphthyridin-4-yl)piperazine-1,2-dicarboxylic acid 1-(tert-butyl) 2-methyl ester